7-(1-acryloylazetidin-3-yl)-2-(4-(pyridin-2-ylmethoxy)phenyl)-4,5,6,7-tetrahydropyrazolo[1,5-a]pyrimidine-3-carboxamide C(C=C)(=O)N1CC(C1)C1CCNC=2N1N=C(C2C(=O)N)C2=CC=C(C=C2)OCC2=NC=CC=C2